C(C#C)(=O)N Prop-2-ynamide